4-nitrobenzyl 5-fluoro-2,4-dioxo-3,4-dihydropyrimidine-1(2H)-carboxylate FC=1C(NC(N(C1)C(=O)OCC1=CC=C(C=C1)[N+](=O)[O-])=O)=O